C(C1=CC=CC=C1)N1C([C@@H](N([C@@H](C1)[C@H](CC1=CN(C2=CC=CC=C12)C(=O)OC(C)(C)C)NC(=O)OC(C)(C)C)CC(=O)OC(C)(C)C)CCCCNC(=O)OC(C)(C)C)=O (5S,3S)-1-benzyl-5-((S)-1-(tert-butoxycarbonyl)amino-2-(1-(tert-butoxycarbonyl)(indol-3-yl))-ethyl)-4-(tert-butoxycarbonyl)methyl-3-(4-(tert-butoxycarbonyl)amino-butyl)-2-oxopiperazine